[(3R,9aS)-3-(3,4-difluorophenyl)-3,4,6,7,9,9a-hexahydro-1H-pyrazino[2,1-c][1,4]oxazin-8-yl]-[2-chloro-3-(3-fluoro-1H-pyrazol-4-yl)phenyl]methanone FC=1C=C(C=CC1F)[C@@H]1CN2[C@H](CO1)CN(CC2)C(=O)C2=C(C(=CC=C2)C=2C(=NNC2)F)Cl